[O-2].[Fe+2] iron(II)-oxide